N-((S*)-(2-((S)-amino(4,4-difluorocyclohexyl)methyl)imidazo[1,2-b]pyridazin-7-yl)(1-cyanocyclobutyl)methyl)-2-(2,2-difluorocyclopropyl)acetamide N[C@H](C=1N=C2N(N=CC(=C2)[C@H](NC(CC2C(C2)(F)F)=O)C2(CCC2)C#N)C1)C1CCC(CC1)(F)F |o1:10|